tetrafluorophenoxy methyl ketone CC(=O)OC1=C(C(=C(C(=C1)F)F)F)F